([[2,6-dimethoxy-4-(2-methyl-1-oxo-2,7-naphthyridin-4-yl)phenyl]methyl](methyl)amino)acetic acid COC1=C(C(=CC(=C1)C1=CN(C(C2=CN=CC=C12)=O)C)OC)CN(C)CC(=O)O